(Z)-1-(4-aminophenethyl)-3-(3-(2-isopropyl-5-methylphenyl)-4-oxothiazolidine-2-ylidene)urea NC1=CC=C(CCNC(=O)\N=C\2/SCC(N2C2=C(C=CC(=C2)C)C(C)C)=O)C=C1